3-(2,4-dichloropyrimidin-5-yl)-4-methylisoxazole ClC1=NC=C(C(=N1)Cl)C1=NOC=C1C